4-phenyl-1,2-dihydroquinolin-2-one C1(=CC=CC=C1)C1=CC(NC2=CC=CC=C12)=O